8-[5-(1-ethyl-4-fluoro-3-methyl-1H-pyrazol-5-yl)-1H-1,2,4-triazol-3-yl]-3-methylimidazo[1,5-a]pyridine-6-carboxamide C(C)N1N=C(C(=C1C1=NC(=NN1)C=1C=2N(C=C(C1)C(=O)N)C(=NC2)C)F)C